(8R,9R,10S,Z)-9-(4-bromophenyl)-10-(methoxymethyl)-6-((4-nitrophenyl)sulfonyl)-1,6-diazabicyclo[6.2.0]dec-3-ene BrC1=CC=C(C=C1)[C@@H]1[C@@H]2CN(C\C=C/CN2[C@@H]1COC)S(=O)(=O)C1=CC=C(C=C1)[N+](=O)[O-]